(1r,4r)-4-(benzhydrylamino)cyclohexan-1-ol cerium [Ce].C(C1=CC=CC=C1)(C1=CC=CC=C1)NC1CCC(CC1)O